N1=CC=CC2=CC=CC(=C12)C=1C=NN(C1)C1CCN(CC1)C(C)=O 1-(4-(4-(Quinolin-8-yl)-1H-pyrazol-1-yl)piperidin-1-yl)ethanone